ClC1=CC=C(C=C1)[C@H]1N(OCC1)C(=O)[C@H]1C[C@H](C1)NC1=NC=CC(=N1)C#N cis-2-((3-((S)-3-(4-chlorophenyl)isoxazolidine-2-carbonyl)cyclobutyl)amino)pyrimidine-4-carbonitrile